N-[(3S,4S)-1-(2-methoxyethyl)-3-methyl-4-piperidyl]-6-[3-(7-methoxy-1-oxo-1,2,3,4-tetrahydro-6-isoquinolylamino)-1-propynyl]-1-(2,2,2-trifluoroethyl)-1H-1,3-benzimidazole-4-carboxamide COCCN1C[C@@H]([C@H](CC1)NC(=O)C1=CC(=CC=2N(C=NC21)CC(F)(F)F)C#CCNC=2C=C1CCNC(C1=CC2OC)=O)C